COC1=C(C(=CC(=C1)C)C)C=1C=CC=2C(=NC=CN2)N1 6-(2-methoxy-4,6-dimethyl-phenyl)pyrido[2,3-b]pyrazin